N=1NN=NC1C1=CC=C(C=C1)S(=O)(=O)Cl 4-(2H-tetrazol-5-yl)benzenesulfonyl chloride